(2S,4R)-1-((S)-2-(5-chloropentamido)-3,3-dimethylbutyryl)-4-hydroxy-N-(4-(4-Methylthiazol-5-yl)benzyl)pyrrolidine-2-carboxamide ClCCCCC(=O)N[C@H](C(=O)N1[C@@H](C[C@H](C1)O)C(=O)NCC1=CC=C(C=C1)C1=C(N=CS1)C)C(C)(C)C